FC=1C=CC(=NC1)CN1CCN(C2=CC=CC=C12)C(=O)NCC1CCN(CC1)C(=O)OC(C)(C)C tert-butyl 4-((4-((5-fluoropyridin-2-yl)methyl)-1,2,3,4-tetrahydroquinoxaline-1-carboxamido)methyl)piperidine-1-carboxylate